3H-spiro[isobenzofuran-1,3'-piperidine] N1CC2(CCC1)OCC1=CC=CC=C12